C[C@@](C(=O)O)(CC1=C(C=CC=C1)O)N.OC[C@H]([C@H]1CC[C@H]2[C@@H]3CCC4=CC(CC[C@]4(C)[C@H]3CC[C@]12C)=O)C (20S)-21-hydroxy-20-methyl-pregn-4-en-3-one methyl-(2S)-2-amino-3-(2-hydroxyphenyl)propanoate